C(#C)C=1C(=CC=C2C=CC=C(C12)C1=C(C=2N=C(N=CC2C(=N1)NCCC1=CC(=CC=C1)C1OC1)OC[C@]12CCCN2C[C@@H](C1)F)F)F 7-(8-ethynyl-7-fluoronaphthalen-1-yl)-8-fluoro-2-(((2R,7aS)-2-fluorotetrahydro-1H-pyrrolizin-7a(5H)-yl)methoxy)-N-(3-(oxiran-2-yl)phenethyl)pyrido[4,3-d]pyrimidin-5-amine